6-(8-fluoro-2-methylimidazo[1,2-a]pyridin-6-yl)-2-(4-(4-methoxybenzyl)piperazin-1-yl)thiazolo[5,4-d]pyrimidin-7(6H)-one FC=1C=2N(C=C(C1)N1C=NC3=C(C1=O)N=C(S3)N3CCN(CC3)CC3=CC=C(C=C3)OC)C=C(N2)C